COC1=CC=C(CN2N=CC(=C2)N)C=C1 1-(4-methoxybenzyl)-1H-pyrazol-4-amine